4-{4-[chloro(difluoro)methyl]-2,6-dioxo-3,6-dihydropyrimidin-1(2H)-yl}-2-fluoro-5-methoxybenzonitrile ClC(C=1NC(N(C(C1)=O)C1=CC(=C(C#N)C=C1OC)F)=O)(F)F